N1=C(C=CC=C1)CC(C)=O 1-(2-pyridyl)propan-2-one